CC1=C(C=CC=C1)N1C(C=CC1=O)=O N-(o-methylphenyl)-maleimide